4-bromo-3-chloro-5-nitropyridine BrC1=C(C=NC=C1[N+](=O)[O-])Cl